N-butyl-1,1,2,2,3,3,4,4,5,5,6,6,7,7,8,8,8-heptadecafluoro-N-(2-hydroxyethyl)-1-octanesulfonamide C(CCC)N(S(=O)(=O)C(C(C(C(C(C(C(C(F)(F)F)(F)F)(F)F)(F)F)(F)F)(F)F)(F)F)(F)F)CCO